2-(5-((1R,5S)-1-(2,5-difluorophenyl)-2-azabicyclo[3.1.0]hexan-2-yl)-pyrazolo[1,5-a]pyrimidin-3-yl)-5-isopropyl-1,3,4-oxadiazole FC1=C(C=C(C=C1)F)[C@@]12N(CC[C@H]2C1)C1=NC=2N(C=C1)N=CC2C=2OC(=NN2)C(C)C